C(CCCCCCC\C=C/CCCCCCCC)(=O)OCC(O)CO glycerol hemioleate